ClC1=C(OC2CCN(CC2)C(CNC(=O)C2=NNC(=C2)C2=NC=CC=C2)=O)C=CC=C1 5-Pyridin-2-yl-1H-pyrazole-3-carboxylic acid {2-[4-(2-chloro-phenoxy)-piperidin-1-yl]-2-oxo-ethyl}-amide